2-((5-amino-4-((2-(dimethylamino)ethyl)(methyl)amino)-2-methoxyphenyl)amino)-4-(7-Methoxy-1-methyl-1H-indol-4-yl)pyrimidine-5-carboxylic acid isopropyl ester C(C)(C)OC(=O)C=1C(=NC(=NC1)NC1=C(C=C(C(=C1)N)N(C)CCN(C)C)OC)C1=C2C=CN(C2=C(C=C1)OC)C